(S)-(2-(3-((tert-butoxycarbonyl)(methyl)amino)piperidin-1-yl)-5-chlorophenyl)boronic acid C(C)(C)(C)OC(=O)N([C@@H]1CN(CCC1)C1=C(C=C(C=C1)Cl)B(O)O)C